Methylene glycol monobutyl ether C(CCC)OCO